C1(CCCCC1)C(=O)OC1C(CCCC1)[Se]C1=CC=CC=C1 2-(phenylselanyl)cyclohexyl cyclohexanecarboxylate